O=C1N(C[C@H]2N1CCNC2)C21CC(C2)C1 3-((S)-3-oxohexahydroimidazo[1,5-a]pyrazin-2(3H)-yl)bicyclo[1.1.1]pentane